C(C)(=O)OC[C@H]1O[C@H]([C@H]([C@@H]([C@@H]1CC(=O)O)CC(=O)O)CC(=O)O)OC1=CC=C(C=C1)N1C(=NC2=CC=C(C=C2C1=O)Br)C (2s,3s,4r,5s,6s)-2-(acetoxymethyl)-6-(4-(6-bromo-2-methyl-4-oxoquinazolin-3(4H)-yl)phenoxy)tetrahydro-2H-pyran-3,4,5-triacetic acid